C(C1=CC=CC=C1)OC([C@@H](NC(=O)C1(CC(NCC1)=O)CO)[C@H](OCC1=CC=CC=C1)C)=O O-benzyl-N-(4-(hydroxymethyl)-2-oxopiperidine-4-carbonyl)-L-threonine benzyl ester